(E)-6-((4-bromo-2-methoxyphenyl)diazenyl)-8-methoxy-2H-chromene-3-carboxylic acid BrC1=CC(=C(C=C1)/N=N/C=1C=C2C=C(COC2=C(C1)OC)C(=O)O)OC